C(C)(C)(C)C1=CC=C(C=C1)C1=CC=C(C=C1)C(C)(C)C 4,4'-di-tert-butylbiphenyl